COC1=C(CNC=2C=3N(C4=CC(=CC=C4N2)C(=O)O)C(=NC3C)C)C=CC(=C1)OC 4-((2,4-dimethoxybenzyl)amino)-1,3-dimethylimidazolo[1,5-a]quinoxalin-8-carboxylic acid